icosyl heptanoate C(CCCCCC)(=O)OCCCCCCCCCCCCCCCCCCCC